rac-(5S,7S)-2-[(2,2-difluorocyclopropyl)methyl]-7-fluoro-5-(2-fluorophenyl)-6,7-dihydro-5H-pyrrolo[1,2-b][1,2,4]triazole FC1(C(C1)CC=1N=C2N(N1)[C@@H](C[C@@H]2F)C2=C(C=CC=C2)F)F |r|